CC(=C)C(=O)O Methylacrylic acid